COC1=C(C(=CC=C1)OC)C1=CNC2=NC(=CC=C21)NC(=O)[C@H]2[C@@](C2)(CO)F cis-N-(3-(2,6-dimethoxyphenyl)-1H-pyrrolo[2,3-b]pyridin-6-yl)-2-fluoro-2-(hydroxymethyl)cyclopropanecarboxamide